4-oxazolate O1C=NC(=C1)C(=O)[O-]